N[C@@H]([C@H](C)C1=C(C(=CC=C1F)C)C)C1=NNC(O1)=O 5-[(1S,2R)-1-amino-2-(6-fluoro-2,3-dimethylphenyl)propyl]-3H-1,3,4-oxadiazol-2-one